[C@H]12CNC[C@H](CC1)N2C2=NC(=NC1=CC(=CC=C21)C2=CC(=CC1=CC=CC=C21)O)OC2CN(CCC2)C 4-(4-((1R,5S)-3,8-diazabicyclo[3.2.1]octan-8-yl)-2-((1-methylpiperidin-3-yl)oxy)quinazolin-7-yl)naphthalen-2-ol